1,24-dichloro-12-tetracosene ClCCCCCCCCCCCC=CCCCCCCCCCCCCl